(1r,3r)-3-(4-(2-(4-((2-methylpyrimidin-4-yl)oxy)phenyl)propan-2-yl)phenoxy)cyclobutane-1-Amine CC1=NC=CC(=N1)OC1=CC=C(C=C1)C(C)(C)C1=CC=C(OC2CC(C2)N)C=C1